C1(CC1)CN1C(C(OC2=C1C=C(C=C2C=2C1=C(C(N(C2)C)=O)NC=C1)S(=O)(=O)C)C(C)C)=O 4-(cyclopropylmethyl)-2-isopropyl-8-(6-methyl-7-oxo-6,7-dihydro-1H-pyrrolo[2,3-c]pyridin-4-yl)-6-(methylsulfonyl)-2H-1,4-benzoxazin-3(4H)-one